CC1(C2=CC=CC=C2C=2C=CC(=CC12)NC1=CC=2C(CCC(C2C=C1C)(C)C)(C)C)C dimethyl-N-(3,5,5,8,8-pentamethyl-5,6,7,8-tetrahydronaphthalen-2-yl)-9H-fluoren-2-amine